tert-butyl (4-(5-fluoropyrrolo[2,1-f][1,2,4]triazin-4-yl)-2-methylbenzyl)carbamate FC=1C=CN2N=CN=C(C21)C2=CC(=C(CNC(OC(C)(C)C)=O)C=C2)C